ClC1=C(OCC(=O)NC=2C=C3C=NN(C3=CC2)S(=O)(=O)C2=CC=C(C=C2)OC)C=CC(=C1Cl)C(C(CC)=C)=O 2-(2,3-dichloro-4-(2-methylenebutanoyl)phenoxy)-N-(1-((4-methoxyphenyl)-sulfonyl)-1H-indazol-5-yl)acetamide